5-fluoro-N-{(1S)-1-[1-(1-fluorocyclopropane-1-carbonyl)-1,2,3,4-tetrahydroquinolin-6-yl]ethyl}pyridine-2-carboxamide FC=1C=CC(=NC1)C(=O)N[C@@H](C)C=1C=C2CCCN(C2=CC1)C(=O)C1(CC1)F